bis(2-pentylheptyl)11-(2-(diethylamino)ethyl)-7,15-dioxo-5,17-dipentyl-6,8,14,16-tetraoxa-11-azahenicosandioate C(CCCC)C(COC(CCCC(OC(OCCN(CCOC(OC(CCCC(=O)OCC(CCCCC)CCCCC)CCCCC)=O)CCN(CC)CC)=O)CCCCC)=O)CCCCC